NC[C@@H]1CNCC1 (R)-3-Aminomethyl-pyrrolidin